C(C=CCCCC)=O 2-heptenal